(R)-2-((1-(2-cyano-3-(5-(difluoro-methyl)isoindolin-2-yl)-7-methyl-quinoxalin-5-yl)ethyl)amino)benzoic acid C(#N)C1=NC2=CC(=CC(=C2N=C1N1CC2=CC=C(C=C2C1)C(F)F)[C@@H](C)NC1=C(C(=O)O)C=CC=C1)C